(((2,6-Dimethoxy-4-(4-phenyl-5-(thiophen-2-yl)-1H-imidazol-2-yl)phenoxy)carbonyl)oxy)(phenyl)methyl pivalate C(C(C)(C)C)(=O)OC(C1=CC=CC=C1)OC(=O)OC1=C(C=C(C=C1OC)C=1NC(=C(N1)C1=CC=CC=C1)C=1SC=CC1)OC